FC(C(OC(F)(F)F)(I)F)(F)F 1,1,1,2-tetrafluoro-2-iodo-2-(trifluoromethoxy)ethane